(4-(4-amino-7-(1-isobutyrylpiperidin-4-yl)pyrrolo[2,1-f][1,2,4]triazin-5-yl)phenyl)-3-methyl-6-oxo-1-phenyl-1,6-dihydro-[2,3'-bipyridine]-5-carboxamide NC1=NC=NN2C1=C(C=C2C2CCN(CC2)C(C(C)C)=O)C2=CC=C(C=C2)C=2C(=C(N(C(C2C(=O)N)=O)C2=CC=CC=C2)C=2C=NC=CC2)C